CC1(CCC1)NC(C(=O)OCC)C=1C=C2C(NCC2=C(C1)C(F)(F)F)=O ethyl 2-((1-methylcyclobutyl)amino)-2-(3-oxo-7-(trifluoromethyl)isoindolin-5-yl)acetate